3-aminooxacyclobutan-3-formonitrile hydrochloride Cl.NC1(COC1)C#N